The molecule is a hydrate that is the monohydrate of the hydrochloride salt of mitoguazone. It has a role as an antineoplastic agent, an apoptosis inducer and an EC 4.1.1.50 (adenosylmethionine decarboxylase) inhibitor. It contains a mitoguazone hydrochloride. C/C(=N\\N=C(N)N)/C=N/N=C(N)N.O.Cl.Cl